3-(3-hydroxy-2,6-dimethylphenyl)-6-(2-morpholinopyrimidin-5-yl)-7-toluenesulfonyl-3,7-dihydro-4H-pyrrolo[2,3-d]pyrimidin-4-one OC=1C(=C(C(=CC1)C)N1C=NC2=C(C1=O)C=C(N2S(=O)(=O)CC2=CC=CC=C2)C=2C=NC(=NC2)N2CCOCC2)C